2-((3-aminophenyl)amino)-2-methylpropan-1-ol NC=1C=C(C=CC1)NC(CO)(C)C